carbonic acid 1-{4-[3-(2,5-bis-trifluoromethylbenzyloxy) phenyl]-5-cyano-2H-[1,2,3]triazol-2-yl}ethyl ester 2-hydroxyethyl ester OCCOC(OC(C)N1N=C(C(=N1)C1=CC(=CC=C1)OCC1=C(C=CC(=C1)C(F)(F)F)C(F)(F)F)C#N)=O